ClC1=CC(=CC(=N1)N1CCN(CC1)S(=O)(=O)C1=CC=C(C=C1)N1CC(CC1=O)N1CC(C1)NC(OC(C)(C)C)=O)C(F)(F)F tert-butyl N-[1-[1-[4-[4-[6-chloro-4-(trifluoromethyl)-2-pyridyl]piperazin-1-yl]sulfonylphenyl]-5-oxo-pyrrolidin-3-yl]azetidin-3-yl]carbamate